CC1CN(C1)CC=1NC2=CC(=CC=C2C1)CNC(=O)C=1N=C2N(C(C1)=O)C=CC=C2 N-({2-[(3-Methylazetidin-1-yl)methyl]-1H-indol-6-yl}methyl)-4-oxo-4H-pyrido[1,2-a]pyrimidine-2-carboxamide